3,3,5-trimethylcyclohexyl acetate C(C)(=O)OC1CC(CC(C1)C)(C)C